diazabicycloundecene hydrogencarbonate C(O)(O)=O.C1(=NNCCCCCCCC1)C1=CCCCCCCCCC1